3-(2-hydroxy-propan-2-yl)pyrrolidine-1-carboxylic acid tert-butyl ester C(C)(C)(C)OC(=O)N1CC(CC1)C(C)(C)O